tert-Butyl 4-(6-((7-cyclobutoxy-4-oxo-3,4-dihydrophthalazin-1-yl)methyl)benzo[d]isoxazol-3-yl)piperazine-1-carboxylate C1(CCC1)OC1=CC=C2C(NN=C(C2=C1)CC1=CC2=C(C(=NO2)N2CCN(CC2)C(=O)OC(C)(C)C)C=C1)=O